3,3-difluoropyridin-4-ol FC1(CN=CC=C1O)F